S(=O)(=O)=C1C=CC2=NC3=CC=CC=C3SC2=C1 3-sulfonyl-phenothiazine